2-(2,4-difluorophenyl)-3-methyl-[(1H-1,2,4-triazol-1-yl)methyl]oxirane FC1=C(C=CC(=C1)F)C1(OC1C)CN1N=CN=C1